C(C)(C)(C)OC(=O)NCCOC1=C(C=NN1C(=O)OC(C)(C)C)C(=O)OCC 1-(tert-butyl) 4-ethyl 5-(2-((tert-butoxycarbonyl) amino) ethoxy)-1H-pyrazole-1,4-dicarboxylate